3-(4-(7H-pyrrolo[2,3-d]pyrimidin-4-yl)-1H-pyrazol-1-yl)-1-(cyclopropylsulfonyl)azetidin N1=CN=C(C2=C1NC=C2)C=2C=NN(C2)C2CN(C2)S(=O)(=O)C2CC2